2-[methyl-(phenylmethyl)amino]-1-[3-(trifluoromethyl)phenyl]-ethanone CN(CC(=O)C1=CC(=CC=C1)C(F)(F)F)CC1=CC=CC=C1